FC=1C=C2C=NC(=NC2=CC1)C=1C=C2CN(C(C2=CC1)=O)C1CNCCC1 3-[5-(6-fluoroquinazolin-2-yl)-1-oxo-2,3-dihydro-1H-isoindol-2-yl]piperidine